(R)-1-cyclopropyl-3-methyl-1-(piperidin-3-yl)urea C1(CC1)N(C(=O)NC)[C@H]1CNCCC1